3-(5-(3-fluoro-4-methyl-5-(7-methylimidazo[1,2-a]pyridine-3-carboxamido)phenyl)-1,2,4-oxadiazol-3-yl)azetidine-1-carboxylic acid methyl ester COC(=O)N1CC(C1)C1=NOC(=N1)C1=CC(=C(C(=C1)NC(=O)C1=CN=C2N1C=CC(=C2)C)C)F